OCC=1N=C2N(C=C(C=C2)C=2OC(=C(N2)N2C=CC=3C=CC=NC3C2=O)C2=CC=C(C=C2)C(F)(F)F)C1 7-(2-(2-(hydroxymethyl)imidazo[1,2-a]pyridin-6-yl)-5-(4-(trifluoromethyl)phenyl)oxazol-4-yl)-1,7-naphthyridin-8(7H)-one